[Co].[Mo].[Ni].[Fe] iron-nickel-molybdenum-cobalt